C(C1=CC=CC=C1)OCCN1C[C@@H](CC1=O)OC(=O)N1CCN(CC1)C1=NC=2N(C=C1)N=CC2C=2C(=NC=CC2)OC2CN(C2)C(=O)OC [(3R)-1-(2-benzyloxyethyl)-5-oxo-pyrrolidin-3-yl]-4-[3-[2-(1-methoxycarbonyl-azetidin-3-yl)oxy-3-pyridyl]pyrazolo[1,5-a]pyrimidin-5-yl]piperazine-1-carboxylate